FC(CC(CCOS(=O)(=O)C)=C)(F)C=1NN=C2C1CN([C@@H](C2)C)C(=O)OC(C)(C)C (R)-tert-butyl 3-(1,1-difluoro-3-methylene-5-((methylsulfonyl)oxy)pentyl)-6-methyl-6,7-dihydro-2H-pyrazolo[4,3-c]pyridine-5(4H)-carboxylate